4,5-dihydropyrazolo[1,5-a]pyrazine N1=CC=C2N1C=CNC2